CC(C(C#N)OC1=NC(=CC(=C1)C1(COC1)CC1=NN=CN1C)N1C(C2=CC(=CC(=C2C1)C(F)(F)F)CN1C[C@H](CCC1)C)=O)C 3-methyl-2-[(4-{3-[(4-methyl-1,2,4-triazol-3-yl)methyl]oxetan-3-yl}-6-(6-{[(3S)-3-methylpiperidin-1-yl]methyl}-1-oxo-4-(trifluoromethyl)-3H-isoindol-2-yl)pyridin-2-yl)oxy]butanenitrile